8-fluoro-6-methyl-1H-benzo[d][1,3]oxazine-2,4-dione FC1=CC(=CC2=C1NC(OC2=O)=O)C